BrC1=NN2C(N=C(C=C2N[C@@H]2C[C@@H](CCC2)N)C(F)(F)F)=C1 (1S,3R)-N1-(2-bromo-5-(trifluoromethyl)pyrazolo[1,5-a]pyrimidin-7-yl)cyclohexane-1,3-diamine